FC1=CC=C(OC2=CC=C(C(=O)NCC(=O)N3CC4(OCCO4)CC3C(=O)O)C=C2)C=C1 7-[2-[[4-(4-fluorophenoxy)benzoyl]amino]acetyl]-1,4-dioxa-7-azaspiro[4.4]nonane-8-carboxylic acid